5-methyl-1,4-oxazepane hydrochloride Cl.CC1NCCOCC1